CN(C1=NC=2C(=N1)C1=CC=CC=C1C(C2C2=C(C=CC=C2)C)=O)C 2-(dimethylamino)-4-(2-methylphenyl)-5H-naphtho[1,2-d]imidazol-5-one